Butyl 2-(3-chloro-4-(methoxycarbonyl)phenyl)-4-(3,3,3-trifluoropropyl)piperazine-1-carboxylate ClC=1C=C(C=CC1C(=O)OC)C1N(CCN(C1)CCC(F)(F)F)C(=O)OCCCC